N-[(2E)-3-(4-chlorobenzenesulfonyl)prop-2-en-1-yl]-2-oxo-1,2,5,6,7,8-hexahydro-1,6-naphthyridine-3-carboxamide hydrochloride Cl.ClC1=CC=C(C=C1)S(=O)(=O)/C=C/CNC(=O)C=1C(NC=2CCNCC2C1)=O